OCC=1C(=NC(=NC1)SC)N[C@H]1[C@@](COC1)(O)C |r| (±)-(3S,4R)-4-((5-(hydroxymethyl)-2-(methylsulfanyl)pyrimidin-4-yl)amino)-3-methyltetrahydrofuran-3-ol